ClC1=CC=C(C=N1)CN1\C(\C=CC=C1)=C\CC(F)(F)F (3E)-3-[1-[(6-Chloro-3-pyridyl)methyl]-2-pyridyliden]-1,1,1-trifluoropropan